C[C@@H]1N(C[C@@H](N(C1)C=1C=CC=C2C=CC(=NC12)C)C)C1=CC(N(C=2C=CC(=NC12)C#N)C)=O |&1:4| 8-((2S,SR)-2,5-dimethyl-4-(2-methylquinolin-8-yl)piperazin-1-yl)-5-methyl-6-oxo-5,6-dihydro-1,5-naphthyridine-2-carbonitrile